2'-(1H-1,3-benzodiazol-2-yl)-5'-chloro-4-[(3-methyl-1-phenylbutyl)carbamoyl]-[1,1'-biphenyl]-2-carboxylic acid N1C(=NC2=C1C=CC=C2)C2=C(C=C(C=C2)Cl)C=2C(=CC(=CC2)C(NC(CC(C)C)C2=CC=CC=C2)=O)C(=O)O